ClC=1C=NN(C(C1Cl)=O)CC(=O)NC1=CC=C2C=CC(NC2=C1)=O 2-(4,5-dichloro-6-oxopyridazin-1(6H)-yl)-N-(2-oxo-1,2-dihydroquinolin-7-yl)acetamide